C1=CC=C(C=C1)/C=C/C(=C\C(=O)O)/C(=O)O Styrene-fumaric acid